C12OCC(CC1)(CC2)C#CC2=CC1=C([C@@H](CO1)N(C(=O)C1=C(C=C3N=C(C=4N(C3=C1)C=NC4)N)F)C)C=C2 (S)-N-(6-((2-oxabicyclo[2.2.2]octan-4-yl)ethynyl)-2,3-dihydrobenzofuran-3-yl)-4-amino-7-fluoro-N-methylimidazo[1,5-a]quinoxaline-8-carboxamide